methyl (1S,4R)-4-[[2-[(3,5-dichlorophenyl)carbamoyl]oxetane-2-carbonyl]amino]cyclopent-2-ene-1-carboxylate ClC=1C=C(C=C(C1)Cl)NC(=O)C1(OCC1)C(=O)N[C@H]1C=C[C@H](C1)C(=O)OC